C12C3C(=O)O[Sb-]4(O3)OC(C5C(=O)O[Sb-](O1)(O5)OC2=O)C(=O)O4.O.O.O.[K+].[K+] The molecule is a hydrate that is the trihydrate form of dipotassium bis[mu-tartrato(4-)]diantimonate(2-). It has a role as a schistosomicide drug. It is a hydrate and an antimony coordination entity.